N4-(2-methoxyethyl)-N4-methyl-N2-(5-(pyridin-4-yl)thiazolo[5,4-b]pyridin-2-yl)pyridine-2,4-diamine COCCN(C1=CC(=NC=C1)NC=1SC2=NC(=CC=C2N1)C1=CC=NC=C1)C